5,8-dimethyl-2-vinylnaphthalene CC1=C2C=CC(=CC2=C(C=C1)C)C=C